CC=CCOCC1OCC1CC 3-(methyl)allyloxymethyl-3-ethyloxetane